N1(CCCCC1)C1=NC=CC(=C1)CNCC=1SC=CC1 1-[2-(1-piperidinyl)-4-pyridinyl]-N-(2-thienylmethyl)methanamine